[Si](C)(C)(C(C)(C)C)OC1=C(C=C(C=C1)CN1C=C(C2=CC=CC=C12)C1=NC(=NC=C1)NC=1C(=CC(=C(C1)NC(C)=O)N(C)CCN(C)C)OC)C1OCCO1 N-[5-({4-[1-({4-[(tert-butyldimethylsilyl)oxy]-3-(1,3-dioxolan-2-yl)phenyl}methyl)indol-3-yl]pyrimidin-2-yl}amino)-2-{[2-(dimethylamino)ethyl](methyl)amino}-4-methoxyphenyl]acetamide